C(C)OC1=C(C=C2C(=NC=NC2=C1)C=1C(=NN(C1)C)C1=CC=CC=C1)O 7-ethoxy-4-(1-methyl-3-phenyl-1H-pyrazol-4-yl)quinazolin-6-ol